3-bromo-7,7-dimethyl-6,7-dihydro-5H-pyrazolo[5,1-b][1,3]oxazine BrC=1C=NN2C1OCCC2(C)C